N-(2-(6-methylpyridin-2-yl)-9H-purin-6-yl)-quinolin-4-amine CC1=CC=CC(=N1)C1=NC(=C2N=CNC2=N1)NC1=CC=NC2=CC=CC=C12